(1R,2S,5R)-1-Amino-5-(2-boronoethyl)-2-(((S)-2-((tert-butoxycarbonyl)amino)-2-cyclopentylacetamido)methyl)cyclohexane-1-carboxylic acid N[C@]1([C@@H](CC[C@H](C1)CCB(O)O)CNC([C@H](C1CCCC1)NC(=O)OC(C)(C)C)=O)C(=O)O